C(C)C1=C(C=CC(=C1)CN1CC2(C1)CN(C2)S(=O)(=O)C)C2=C(C=C(C=C2)C(C(F)(F)F)(C(F)(F)F)O)C 2-(2'-ethyl-2-methyl-4'-((6-(methylsulfonyl)-2,6-diazaspiro[3.3]heptan-2-yl)methyl)-[1,1'-biphenyl]-4-yl)-1,1,1,3,3,3-hexafluoropropan-2-ol